5-(benzyloxy)-6-methoxy-1,2,3,4-tetrahydroisoquinoline-3-carboxylic acid ethyl ester hydrochloride Cl.C(C)OC(=O)C1NCC2=CC=C(C(=C2C1)OCC1=CC=CC=C1)OC